C1(CCCC1)N1C(=CC2=C1N=C(N=C2)NC2=NC=C(C=C2)C2CCNCC2)C(=O)N(C)C 7-cyclopentyl-N,N-dimethyl-2-[[5-(4-piperidyl)-2-pyridyl]amino]pyrrolo[2,3-d]pyrimidine-6-carboxamide